ClC1=NN(C2=NC(=CC=C21)/C=C/C(=O)NC=2C(=NC=C(C2)Cl)C2CC2)C2OCCCC2 (E)-3-(3-Chloro-1-(tetrahydro-2H-pyran-2-yl)-1H-pyrazolo[3,4-b]pyridin-6-yl)-N-(5-chloro-2-cyclopropylpyridin-3-yl)acrylamide